5-amino-9-chloro-7-(2-(4-(2-fluoro-5-(oxazol-2-yl)phenyl)piperazin-1-yl)ethyl)-N-methyl-2-(pyridin-2-yl)-7H-pyrrolo[3,2-e][1,2,4]triazolo[1,5-c]pyrimidine-8-carboxamide NC1=NC2=C(C=3N1N=C(N3)C3=NC=CC=C3)C(=C(N2CCN2CCN(CC2)C2=C(C=CC(=C2)C=2OC=CN2)F)C(=O)NC)Cl